C(C)OC=1C=C(C=C(C1)C)C=1C=CC=2N(CC3N(C2N1)CCN(C3)CCC(=O)O)S(=O)(=O)C3=CC(=CC=C3)C(F)(F)F 3-(3-ethoxy-5-methylphenyl-5-(3-(trifluoromethyl)phenylsulfonyl)-6a,7,9,10-tetrahydro-5H-pyrazino[1,2-a]pyrido[3,2-e]pyrazin-8(6H)-yl)propionic acid